C(C1=CC=CC=C1)OC1=NC(=NC(=C1CC(C)C)OCC1=CC=CC=C1)NCC1=C(C=C(C=C1)OC)OC 4,6-Dibenzyloxy-N-[(2,4-dimethoxyphenyl)methyl]-5-isobutyl-pyrimidin-2-amine